N1=CN=CC2=C1NC(=C2)CNC(=O)[C@H]2N(CC1(OCCO1)C2)C(CNC(=O)C=2C=CC=1C(C3=CC=CC=C3C1C2)(F)F)=O (S)-N-((7H-pyrrolo[2,3-d]pyrimidin-6-yl)methyl)-7-((9,9-difluoro-9H-fluorene-3-carbonyl)glycyl)-1,4-dioxa-7-azaspiro[4.4]nonane-8-carboxamide